COC(C(CC(C)C)N1N=CC=2C=3N(C(=NC21)N)N=C(N3)C=3OC=CC3)=O 2-(5-amino-2-(furan-2-yl)-7H-pyrazolo[4,3-e][1,2,4]Triazolo[1,5-c]Pyrimidin-7-yl)-4-methylpentanoic acid methyl ester